1,1-diphenylcyclohexene C1(=CC=CC=C1)C1(C=CCCC1)C1=CC=CC=C1